Cl.C1(CCCC1)CNC(=O)C1CNC1 N-(cyclopentylmethyl)azetidine-3-carboxamide hydrochloride